C(C)(=O)[O-].C(CCCCCCCCCCC)N1C=[N+](C=C1)CCCCCCCCCCCC 1,3-bis-dodecylimidazolium acetate